1-[4-(4,4,5,5-tetramethyl-1,3,2-dioxaborolan-2-yl)-1,2,3,6-tetrahydropyridin-1-yl]ethan-1-one CC1(OB(OC1(C)C)C=1CCN(CC1)C(C)=O)C